C1(=C(C(=C(C(=C1[2H])[2H])[2H])[2H])[2H])C1=CC=CC=2NC3=CC=CC=C3C12 4-(phenyl-d5)-9H-carbazole